1-acryloyl-4-(4-phenylbutyryl)piperazin-2-one C(C=C)(=O)N1C(CN(CC1)C(CCCC1=CC=CC=C1)=O)=O